N,N,N',N'-tetrapropylurea C(CC)N(C(=O)N(CCC)CCC)CCC